2-Azido-1-hydroxycyclohexane-1-carboxylic acid methyl ester COC(=O)C1(C(CCCC1)N=[N+]=[N-])O